NCC1(CCN(CC1)C1=NN2C(S1)=NC=C2C2=C(C=C(C(=C2)Cl)F)OC)O 4-(aminomethyl)-1-(5-(5-chloro-4-fluoro-2-methoxyphenyl)imidazo[2,1-b][1,3,4]thiadiazol-2-yl)piperidin-4-ol